C(C)OC(=O)C=1C=NC2=CC(=CC=C2C1O)Cl 7-chloro-4-hydroxyquinoline-3-carboxylic acid ethyl ester